(2S,4R)-1-((S)-2-amino-3,3-dimethylbutanoyl)-4-hydroxy-N-(4-(4-methyl-1λ3,3λ2-thiazol-5-yl)benzyl)pyrrolidine-2-carboxamide N[C@H](C(=O)N1[C@@H](C[C@H](C1)O)C(=O)NCC1=CC=C(C=C1)C1=C([N]C=[S]1)C)C(C)(C)C